1-cyanophenyl-2,3-dimethylbenzene C(#N)C1(CC=CC=C1)C1=C(C(=CC=C1)C)C